(1R,3R)-1-[2,6-difluoro-4-[2-[3-(fluoromethyl)azetidin-1-yl]ethoxy]phenyl]-3-methyl-2-[(1-methylcyclobutyl)methyl]-1,3,4,9-tetrahydropyrido[3,4-b]indole FC1=C(C(=CC(=C1)OCCN1CC(C1)CF)F)[C@H]1N([C@@H](CC2=C1NC1=CC=CC=C21)C)CC2(CCC2)C